CC1=CC=C(O1)C=1N2N=C(N=C2C=2C=C(NC2N1)C(C)(C)O)C(C)C 2-[7-(5-methylfuran-2-yl)-4-propan-2-yl-3,5,6,8,10-pentazatricyclo[7.3.0.02,6]dodeca-1(9),2,4,7,11-pentaen-11-yl]propan-2-ol